(S)-6-chloro-4-((tetrahydrofuran-3-yl)amino)pyridinenitrile ClC1=CC(=CC(=N1)C#N)N[C@@H]1COCC1